ClC1=NC=C(C(=N1)NCC(C)(C)C)C1=CC=C(C(=O)NC2CC2)C=C1 4-(2-chloro-4-(neopentylamino)pyrimidin-5-yl)-N-cyclopropylbenzamide